C1(=CC=C(C=C1)C1C(CC12CCC2)C#N)C2=CC=CC=C2 1-([1,1'-Biphenyl]-4-yl)spiro[3.3]heptane-2-carbonitrile